COC(=O)C1=CC=2C(=CN=CC2Br)N1 4-bromo-1H-pyrrolo[2,3-c]Pyridine-2-carboxylic acid methyl ester